FC1=C(C(=CC=C1)F)N1N=C(C2=CC=CC=C2C1=O)C=1C=C(C=CC1)S(=O)(=O)N(C)C 3-(3-(2,6-Difluorophenyl)-4-oxo-3,4-dihydrophthalazin-1-yl)-N,N-dimethylbenzenesulfonamide